N-{[4-(2,3-dihydro-1,4-benzodioxine-6-sulfonyl)phenyl]methyl}thieno[2,3-c]pyridine-2-carboxamide O1CCOC2=C1C=CC(=C2)S(=O)(=O)C2=CC=C(C=C2)CNC(=O)C2=CC=1C(=CN=CC1)S2